2-bromo-7-octyl-9H-carbazole BrC1=CC=2NC3=CC(=CC=C3C2C=C1)CCCCCCCC